(Z)-6-(4-fluorophenyl)-6-hydroxy-3-(4-methoxyphenyl)-8-(trimethylsilyl)oct-2-en-4,7-diyne-1-al FC1=CC=C(C=C1)C(C#C\C(=C/C=O)\C1=CC=C(C=C1)OC)(C#C[Si](C)(C)C)O